O1C(CCCC1)N1N=C(C=C1)[C@@H]1CC[C@H](CC1)C=1C=NN2C1C=C(C=C2)O 3-(trans-4-(1-(tetrahydro-2H-pyran-2-yl)-1H-pyrazole-3-yl)cyclohexyl)pyrazolo[1,5-a]pyridin-5-ol